N-(3-(4-borono-3,5-difluorobenzamido)propyl)-N-(4-borono-3,5-difluorobenzoyl)glycine B(O)(O)C1=C(C=C(C(=O)NCCCN(CC(=O)O)C(C2=CC(=C(C(=C2)F)B(O)O)F)=O)C=C1F)F